3-ISOPROPYL-6-(PIPERIDIN-4-YLTHIO)-N-(3-(TRIFLUOROMETHOXY)BENZYL)IMIDAZO[1,2-B]PYRIDAZIN-8-AMINE HYDROCHLORIDE Cl.C(C)(C)C1=CN=C2N1N=C(C=C2NCC2=CC(=CC=C2)OC(F)(F)F)SC2CCNCC2